racemic-tetrahydrofuran-3-amine O1C[C@@H](CC1)N |r|